2-amino-5-methyl-nicotinonitrile NC1=C(C#N)C=C(C=N1)C